C1(=CC=CC2=CC3=CC=CC=C3C=C12)C=1C=C(C=CC1)C=1SC(=NN1)Br 2-(3-(anthracen-1-yl)phenyl)-5-bromo-1,3,4-thiadiazole